1-Dodecyl-3-Methylpyrrolium triflat [O-]S(=O)(=O)C(F)(F)F.C(CCCCCCCCCCC)[NH+]1C=C(C=C1)C